ClC1=CC=C(C=C1)N1N=CC(=C1)S(=O)(=O)NC1=CNC2=CC(=C(C=C12)F)F 1-(4-chlorophenyl)-N-(5,6-difluoro-1H-indol-3-yl)-1H-pyrazole-4-sulfonamide